tert-butyl (2S,SR)-4-(4-(4-fluorophenyl)-2-methylthiazol-5-yl)-2,5-dimethylpiperazine-1-carboxylate FC1=CC=C(C=C1)C=1N=C(SC1N1C[C@@H](N(C[C@@H]1C)C(=O)OC(C)(C)C)C)C |&1:17|